CN(C=1N=C(C(=NC1CC)C(=O)NC)NC1=CC(=CC=C1)CCNC([C@H](C)N(C(\C=C\CN(C)C)=O)C)=O)C (S,E)-5-(dimethylamino)-3-((3-(2-(2-(4-(dimethylamino)-N-methylbut-2-enamido)propanamido)ethyl)phenyl)amino)-6-ethyl-N-methylpyrazine-2-carboxamide